BrC(=C(F)F)CF 2-bromo-1,1,3-trifluoropropene